benzyl (1S,4S,5R)-5-([5-cyclopropyl-3-[2-(trifluoromethyl)phenyl]-1,2-oxazol-4-yl]methoxy)-2-azabicyclo[2.2.1]heptane-2-carboxylate C1(CC1)C1=C(C(=NO1)C1=C(C=CC=C1)C(F)(F)F)CO[C@H]1[C@@H]2CN([C@H](C1)C2)C(=O)OCC2=CC=CC=C2